(2,4-di-t-butylphenyl)-4,4'-biphenyldiphosphonite C(C)(C)(C)C1=C(C=CC(=C1)C(C)(C)C)OP([O-])C1=CC=C(C=C1)C1=CC=C(C=C1)P([O-])[O-]